F/C(/C(=O)OCCCC)=C(/C(=O)OCCCC)\F di-n-butyl 2,3-difluoromaleate